CN(C(=O)N1CCC(=CC1)B1OC(C(O1)(C)C)(C)C)C N,N-dimethyl-4-(4,4,5,5-tetramethyl-1,3,2-dioxaborolan-2-yl)-3,6-dihydro-2H-pyridine-1-carboxamide